(3S)-6-fluoro-3-methyl-4-[(3-methyloxetan-3-yl)carbonyl]-3,5-dihydro-2H-1,4-benzoxazepine-8-carbonitrile FC1=CC(=CC2=C1CN([C@H](CO2)C)C(=O)C2(COC2)C)C#N